BrC=1C=CC=C2C(=C(NC12)C1=CC=CC=C1)N1C2=CC=CC=C2SC=2C=CC=CC12 10-(7-bromo-2-phenylindol-3-yl)-10H-phenothiazine